NC1=NC=CC(=C1Cl)OC1=C(C=C(C=C1F)NC(=O)C=1C=NN(C1C(F)(F)F)CCCOC)F N-[4-[(2-amino-3-chloro-4-pyridyl)oxy]-3,5-difluoro-phenyl]-1-(3-methoxypropyl)-5-(trifluoromethyl)pyrazole-4-carboxamide